[bis(triphenylphosphine)] ruthenium (II) [Ru+2].C1(=CC=CC=C1)P(C1=CC=CC=C1)C1=CC=CC=C1.C1(=CC=CC=C1)P(C1=CC=CC=C1)C1=CC=CC=C1